3-butyl-2-propyl-1,5-pentanediol C(CCC)C(C(CO)CCC)CCO